C(C1=CC=CC=C1)N([C@H](C(=O)O)C)C(=O)OC(C)(C)C (2S)-2-{benzyl-[(tert-butoxy)carbonyl]amino}propanoic acid